N-(1'-(6-(1-cyclopropyl-1H-pyrazol-4-yl)-2-(1,1-difluoroethyl)pyrimidin-4-yl)-1',2'-dihydrospiro[cyclopropane-1,3'-pyrrolo[3,2-c]pyridin]-6'-yl)acetamide C1(CC1)N1N=CC(=C1)C1=CC(=NC(=N1)C(C)(F)F)N1CC2(C=3C=NC(=CC31)NC(C)=O)CC2